C(C)(C)(C)OCCCCCC[Si](C1C(=CC2=CC=CC=C12)C1=C(C=C(C=C1)C(C)(C)C)C)(C1C(=CC2=CC=CC=C12)C1=C(C=C(C=C1)C(C)(C)C)C)C (6-t-butoxyhexyl)(methyl)-bis(2-methyl-4-t-butyl-phenylindenyl)silane